COCC([C@H](C[C@H]1C(NCC1)=O)NC(=O)[C@@H]1[C@H]2C([C@H]2CN1C([C@@H](NS(=O)(=O)C(F)(F)F)C(C)(C)C)=O)(C)C)=O (1R,2S,5S)-N-{(2S)-4-methoxy-3-oxo-1-[(3S)-2-oxopyrrolidin-3-yl]butan-2-yl}-6,6-dimethyl-3-[3-methyl-N-(trifluoromethanesulfonyl)-L-valyl]-3-azabicyclo[3.1.0]hexane-2-carboxamide